CN(C1=CC=C(C=N1)S(=O)(=O)N1C[C@]2(CC3=C(C=C2CC1)N(N=C3)C3=CC=C(C=C3)F)C(=O)C3=NC=CC=C3)C (R)-(6-((6-(dimethylamino)pyridin-3-yl)sulfonyl)-1-(4-fluorophenyl)-4,4a,5,6,7,8-hexahydro-1H-pyrazolo[3,4-g]isoquinolin-4a-yl)(pyridin-2-yl)methanone